5-(8-fluoro-3-methylimidazo[1,2-a]pyridin-6-yl)-N-(cis-4-(trifluoromethoxy)cyclohexyl)-7H-pyrrolo[2,3-d]pyrimidin-2-amine FC=1C=2N(C=C(C1)C1=CNC=3N=C(N=CC31)N[C@@H]3CC[C@@H](CC3)OC(F)(F)F)C(=CN2)C